CC1=NC=CC(=C1)C=1C=C(N)C=CC1 3-(2-methylpyridin-4-yl)aniline